N1N=CC2=CC=CC(=C12)CNC(=S)NC1=CC=C(C=C1)Br 1-[(1H-indazol-7-yl)methyl]-3-(4-bromophenyl)thiourea